2,2,2-trifluoro-N-{2-[(3S)-piperidin-3-yl]ethyl}acetamide monohydrochloride Cl.FC(C(=O)NCC[C@H]1CNCCC1)(F)F